C[C@@H]1OC(C[C@H]2[C@@H]1OC(O2)=O)ONC(\C=C\C2=CC=C(C=C2)CNCCC2=C(NC1=CC=CC=C21)C)=O (2E)-N-{[(3aR,4S,7aS)-4-methyl-2-oxo-hexahydro-[1,3]dioxolo[4,5-c]pyran-6-yl]oxy}-3-[4-({[2-(2-methyl-1H-indol-3-yl)ethyl]amino}methyl)phenyl]prop-2-enamide